C(C)(C)(C)OC(=O)N1CC2=C(CC1C)N(C(=N2)C(NC=2C(=C(C=CC2)C2=C(C(=CC=C2)C=2OC1=C(N2)C=C(C=C1C#N)CO)C)Cl)=O)C 2-(2-chloro-3'-(7-cyano-5-(hydroxymethyl)benzo[d]oxazol-2-yl)-2'-methylbiphenyl-3-ylcarbamoyl)-1,6-dimethyl-6,7-dihydro-1H-imidazo[4,5-c]pyridine-5(4H)-carboxylic acid tert-butyl ester